4-amino-8-(1-methyl-1H-1,2,3-triazol-5-yl)-N-propylisoquinoline-3-carboxamide NC1=C(N=CC2=C(C=CC=C12)C1=CN=NN1C)C(=O)NCCC